2,4-bis(octylthio)-6-(4-hydroxy-3,5-di-tert-butylanilino)-1,3,5-triazine C(CCCCCCC)SC1=NC(=NC(=N1)SCCCCCCCC)NC1=CC(=C(C(=C1)C(C)(C)C)O)C(C)(C)C